(1-{2-[(3R)-2,6-dioxopiperidin-3-yl]-1,3-dioxoisoindol-5-yl}piperidin-4-yl)azetidine-3-carboxylic acid O=C1NC(CC[C@H]1N1C(C2=CC=C(C=C2C1=O)N1CCC(CC1)N1CC(C1)C(=O)O)=O)=O